NC1=NC2=CC=C(C=C2C=C1C)C(=O)N(CC1=NC=C(C=C1)C(F)(F)F)[C@H]1[C@@H](CC(C1)(F)F)O 2-amino-N-((1R,2R)-4,4-difluoro-2-hydroxycyclopentyl)-3-methyl-N-((5-(trifluoromethyl)-2-pyridinyl)methyl)-6-quinolinecarboxamide